4(s)-(4-fluorophenyl)-2-(2-methylphenyl)-1H-imidazol FC1=CC=C(C=C1)C=1N=C(NC1)C1=C(C=CC=C1)C